oleic acid butyl ester C(CCC)OC(CCCCCCC\C=C/CCCCCCCC)=O